(N-[4-Amino-5-[6-(trifluoromethyl)pyridin-3-carbonyl]thiazol-2-yl]-3,4-difluoroanilino)propanamid NC=1N=C(SC1C(=O)C=1C=NC(=CC1)C(F)(F)F)N(C1=CC(=C(C=C1)F)F)C(C(=O)N)C